F[C@H](CC1=CC(=CC=C1)Cl)O (R)-alpha-fluoro-3-chlorobenzeneethanol